[Cl-].C(CCCCCCC)[NH3+] n-octylammonium chloride